FC(F)(F)C1=NC=2C(=N1)C=CC1=CC=COC12 (trifluoromethyl)chromeno[7,8-d]imidazol